CN1N=C2C(=CC(=CC2=C1)C1=NC2=CC=C(N=C2C=C1)N1CC(CC1)NC1(CC1)C)C 2,7-dimethyl-5-(6-{3-[(1-methylcyclopropyl)amino]pyrrolidin-1-yl}-1,5-naphthyridin-2-yl)indazol